2-propanamidopropanoic acid C(CC)(=O)NC(C(=O)O)C